C(C)[S@](=O)C=1C=C(C=NC1C1=NC2=C(C=NC(=C2)C(F)(F)F)N1C)C1(CC1)C#N 1-[5-[(S)-ethylsulfinyl]-6-[3-methyl-6-(trifluoromethyl)imidazo[4,5-c]pyridin-2-yl]-3-pyridyl]cyclopropanecarbonitrile